3-(cyanomethyl)-3-(4-{[(1R,2S)-2-phenylcyclopropyl]amino}piperidin-1-yl)azetidine-1-sulfonamide mono-hydrochloric acid salt Cl.C(#N)CC1(CN(C1)S(=O)(=O)N)N1CCC(CC1)N[C@H]1[C@@H](C1)C1=CC=CC=C1